2-(6-(((1S,3R,4S,5S)-4-fluoro-1-methyl-8-azabicyclo[3.2.1]oct-6-en-3-yl)oxy)pyridazin-3-yl)-5-(2-methoxypyridin-4-yl)phenol F[C@@H]1[C@@H](C[C@]2(C=C[C@@H]1N2)C)OC2=CC=C(N=N2)C2=C(C=C(C=C2)C2=CC(=NC=C2)OC)O